C1(=CC=CC2=CC=CC=C12)OC(=O)C1C2C3C4C=CC(C3C(C1)C2)C4 8-(1-naphthoxycarbonyl)-tetracyclo[4.4.0.12,5.17,10]-3-dodecene